tert-butyl (4-((4-(2-(2,6-dioxopiperidin-3-yl)-1,3-dioxoisoindolin-4-yl)piperazin-1-yl)methyl) piperidin-1-yl)carbamate O=C1NC(CCC1N1C(C2=CC=CC(=C2C1=O)N1CCN(CC1)CC1CCN(CC1)NC(OC(C)(C)C)=O)=O)=O